C(#N)C=1C(N(C2=CC=CC=C2C1N1CCC(CC1)C1=CC=C(C=C1)NC(C1=CC=CC=C1)=O)C)=O N-{4-[1-(3-cyano-1-methyl-2-oxo-1,2-dihydroquinolin-4-yl)piperidin-4-yl]phenyl}benzamide